(3S)-3-{[(3R)-3-methylpyrrolidin-1-yl]carbonyl}-3,4-dihydro-1H-isoquinoline-2-carboxylic acid tert-butyl ester C(C)(C)(C)OC(=O)N1CC2=CC=CC=C2C[C@H]1C(=O)N1C[C@@H](CC1)C